COC=1C(=NC(=CN1)CCC)C(=O)N 3-methoxy-6-propylpyrazine-2-carboxamide